ethyl 5-(2-[3-cyano-4-isobutoxyphenyl]-4-methyl-5-thiazolyl)-1,3,4-oxadiazole-2-acetate C(#N)C=1C=C(C=CC1OCC(C)C)C=1SC(=C(N1)C)C1=NN=C(O1)CC(=O)OCC